C(C)OC(C(C(C(F)(F)F)=O)=CN(C)C)=O Ethyl-2-[(dimethyl-amino)methylidene]-4,4,4-trifluoro-3-oxobutanoat